COC1=CC=C(C=C1)C1OC2=C(C(CC=C2C(C1)C1=CC=C(C=C1)OC)(O)OC)C 1-cis-(4-methoxyphenyl)-4-(4-methoxyphenyl)-7-methoxy-8-methylchroman-7-ol